N(=[N+]=[N-])C1=NN=C2N1C=C(N=C2OC)OC 3-Azido-6,8-dimethoxy-1,2,4-triazolo-[4,3-a]pyrazine